tert-butyl 2-(4,6-dichloro-2-methylnicotinoyl)hydrazine-1-carboxylate ClC1=CC(=NC(=C1C(=O)NNC(=O)OC(C)(C)C)C)Cl